FC1=CC=C(C=C1)C1=CC(=C(C=C1)C1CN(CC1)C(CC)=O)C1=NN(C=C1)C 1-(3-(4'-fluoro-3-(1-methyl-1H-pyrazol-3-yl)-[1,1'-biphenyl]-4-yl)pyrrolidin-1-yl)propan-1-one